S(=O)(=O)([O-])C(F)(F)C(F)(F)C(F)(F)C(F)(F)F nonaflate